CC1=NN=C(O1)NC(C1=C(C=CC=C1)OC1=C(C=CC=C1)OC)=O N-(5-methyl-1,3,4-oxadiazol-2-yl)-2-(2-methoxyphenoxy)benzamide